S(=O)(=O)(O)CCO.COC=1C=C2C(=CC=NC2=CC1OC)OC=1C=CC(=NC1)NC(=O)C=1C(N(C=2CCCC(C2C1)=O)C1=CC=CC=C1)=O N-{5-[(6,7-dimethoxy-4-quinolyl)oxy]-2-pyridyl}-2,5-dioxo-1-phenyl-1,2,5,6,7,8-hexahydro-3-quinolinecarboxamide isethionate